N-(4-(2-chloroethyl)-2,6-dimethylphenyl)-4-(2,5-dichlorophenyl)pyrimidine-2-carboxamide ClCCC1=CC(=C(C(=C1)C)NC(=O)C1=NC=CC(=N1)C1=C(C=CC(=C1)Cl)Cl)C